4-(2-Amino-5-(cyclopent-1-en-1-yl)-4-oxo-4,7-dihydro-3H-pyrrolo[2,3-d]pyrimidin-6-yl)-N,N-dimethylbenzenesulfonamide NC=1NC(C2=C(N1)NC(=C2C2=CCCC2)C2=CC=C(C=C2)S(=O)(=O)N(C)C)=O